OCC1=C(C=CC=C1)NC(=O)NC1=CC(=CC=C1)OC 1-(2-hydroxymethylphenyl)-3-(3-methoxyphenyl)urea